N-(2-Chloro-4-Nitrophenyl)-3-Tert-Butyl-6-Methylsalicylanilide ClC1=C(C=CC(=C1)[N+](=O)[O-])N(C1=CC=CC=C1)C(C=1C(O)=C(C=CC1C)C(C)(C)C)=O